4-fluoro-2-iodo-1-(prop-1-en-2-yl)benzene 2,5-Dioxopyrrolidin-1-yl-N-(tert-butoxycarbonyl)-N-((8-((4-(trifluoromethyl)phenyl)sulfonamido)quinolin-2-yl)methyl)glycinate O=C1N(C(CC1)=O)C(N(CC1=NC2=C(C=CC=C2C=C1)NS(=O)(=O)C1=CC=C(C=C1)C(F)(F)F)C(=O)OC(C)(C)C)C(=O)O.FC1=CC(=C(C=C1)C(=C)C)I